FC1=CC=C(C=C1)C=1C(C(=CN(C1)C(C)C)C(=O)N)=O 5-(4-fluorophenyl)-4-oxo-1-prop-2-ylpyridine-3-carboxamide